C(C1NC2=C(NC1=O)C=NC1=C2C=CN1)([2H])([2H])[2H] 2-(methyl-d3)-1,2,4,7-tetrahydro-3H-pyrrolo[3',2':5,6]pyrido[3,4-b]pyrazin-3-one